FC(C(=O)O)(F)F.NC1CC(NCC1)=O 4-aminopiperidin-2-one, 2,2,2-trifluoroacetate salt